(3S)-3-(9H-fluoren-9-ylmethoxycarbonylamino)-4-oxo-4-pyrrolidin-1-yl-butyric acid C1=CC=CC=2C3=CC=CC=C3C(C12)COC(=O)N[C@@H](CC(=O)O)C(N1CCCC1)=O